C(=C)(C)C=1C=C(C(C)(C)NC(=O)OCC)C=CC1 3-isopropenyl-α,α-dimethylbenzylurethane